2-(2-((6-(1-aminoisoquinolin-5-yl)-4-phenyl-2,3-dihydro-1H-inden-1-yl)oxy)phenyl)acetic acid NC1=NC=CC2=C(C=CC=C12)C1=CC(=C2CCC(C2=C1)OC1=C(C=CC=C1)CC(=O)O)C1=CC=CC=C1